C(C)OC(=O)C=1N(N=C2C1CNCC2)CCCN (3-aminopropyl)-4,5,6,7-tetrahydro-2H-pyrazolo[4,3-c]Pyridine-3-carboxylic acid ethyl ester